4-methyl-D-glucuronic acid C[C@@]([C@@H]([C@H](C=O)O)O)(O)[C@H](O)C(=O)O